N1=CC=C(C=C1)CCCCC1=CC=C(C=C1)O 4-(4-(pyridin-4-yl)butyl)phenol